(1S,3S,4R)-2-(tert-butoxycarbonyl)-5-(2H2)methylidene-2-azabicyclo[2.2.2]octane-3-carboxylic acid C(C)(C)(C)OC(=O)N1[C@@H]2CC([C@H]([C@H]1C(=O)O)CC2)=C([2H])[2H]